N-(2-(hydroxy(phenyl)methyl)phenyl)-4-nitrobenzenesulfonamide OC(C1=C(C=CC=C1)NS(=O)(=O)C1=CC=C(C=C1)[N+](=O)[O-])C1=CC=CC=C1